2H-isoindole-1,3-dione C1(NC(C2=CC=CC=C12)=O)=O